NC1=C(C=C(C(=O)NC=2C(N(C=CC2)C(C(=O)NN)C)=O)C=C1)Cl 4-amino-3-chloro-N-(1-(1-hydrazineyl-1-oxopropan-2-yl)-2-oxo-1,2-dihydropyridin-3-yl)benzamide